1-(1-methylpiperidin-4-yl)-1H-pyrazole-4-carboxylic acid ethyl ester C(C)OC(=O)C=1C=NN(C1)C1CCN(CC1)C